C1(=CC=CC=C1)C=1N=NOC1 phenyl-oxadiazole